PHENYLPROPANE CCCC1=CC=CC=C1